N,N-Dicyclohexyl-methylamine C1(CCCCC1)N(C1CCCCC1)C